N1=NN(C2=NC=CC=C21)C2=CC(=C(C(=O)N(C1=NC=CC3=CC(=CC=C13)\C=C\C(=O)OCC)[C@H]1CN(CCC1)C(=O)OC(C)(C)C)C=C2)F tert-butyl (R,E)-3-(4-(3H-[1,2,3]triazolo[4,5-b]pyridin-3-yl)-N-(6-(3-ethoxy-3-oxoprop-1-en-1-yl) isoquinolin-1-yl)-2-fluorobenzamido)piperidine-1-carboxylate